5-((6-((1R,4R)-2-Oxa-5-azabicyclo[2.2.1]heptan-5-yl)imidazo[1,2-b]pyridazin-3-yl)ethynyl)-N-(4-((4-methylpiperazin-1-yl)methyl)-3-(trifluoromethyl)phenyl)nicotinamide [C@H]12OC[C@H](N(C1)C=1C=CC=3N(N1)C(=CN3)C#CC=3C=NC=C(C(=O)NC1=CC(=C(C=C1)CN1CCN(CC1)C)C(F)(F)F)C3)C2